ClC=1N=NC(=CC1CCCCCl)Cl 3,6-dichloro-4-(4-chlorobutyl)-1,2-diazine